N[C@H]1CC(N(C1)C1=NC(=CC(=C1)C=1C=C(C=CC1C)NC(=O)N1C[C@@H](CC1)CC(F)(F)F)N1CCOCC1)=O (3S)-N-(3-[2-[(4S)-4-amino-2-oxopyrrolidin-1-yl]-6-(morpholin-4-yl)pyridin-4-yl]-4-methylphenyl)-3-(2,2,2-trifluoroethyl)pyrrolidine-1-carboxamide